C(#N)OC1=CC=C(C=C1)C(C(C)C)(CCCC)C1=CC=C(C=C1)OC#N 3,3-bis(4-cyanooxyphenyl)-2-methylheptane